FC1=CC(=C(C=C1)C1=NC(=NC=C1)N)OC 4-(4-fluoro-2-methoxyphenyl)pyrimidin-2-amine